6-((4-(((1-methylpiperidin-4-yl)oxy)methyl)benzyl)oxy)isoquinolin-1-amine CN1CCC(CC1)OCC1=CC=C(COC=2C=C3C=CN=C(C3=CC2)N)C=C1